(S)-2-(((R)-1-((tert-butyldimethylsilyl)oxy)propan-2-yl)amino)propan-1-ol [Si](C)(C)(C(C)(C)C)OC[C@@H](C)N[C@H](CO)C